C(C)(C)(C)N(C(O)=O)C1=C(C(=C(C=C1)NC1=NC(=CC=C1[N+](=O)[O-])C1=CC=CC=C1)C)F.C(CC)C(CCC=C)C(C(CCC(CCCC)C)C)C 5-propyl-6,7,10-trimethyl-tetradecene tert-butyl-(2-fluoro-3-methyl-4-((3-nitro-6-phenylpyridin-2-yl)amino)phenyl)carbamate